C1(CC(CCCCC1)C(=O)O)C(=O)O cycloOctane-1,3-dicarboxylic acid